COC=1C=C(C=CC1)N(CCNC(C)=O)CCC1=CC=CC=C1 N-{2-[(3-Methoxyphenyl)(phenethyl)amino]ethyl}acetamide